1-(5-((pyridin-4-ylmethyl)amino)-7-(4-(trifluoromethyl)phenyl)-3,4-dihydroisoquinolin-2(1H)-yl)prop-2-en-1-one N1=CC=C(C=C1)CNC1=C2CCN(CC2=CC(=C1)C1=CC=C(C=C1)C(F)(F)F)C(C=C)=O